N,N-diethyl-thiophene-3-carboxamide C(C)N(C(=O)C1=CSC=C1)CC